N2-(1-methylpiperidin-4-yl)-6-(prop-1-yn-1-yl)pyrido[2,3-d]pyrimidine-2,4-diamine CN1CCC(CC1)NC=1N=C(C2=C(N1)N=CC(=C2)C#CC)N